N-[(4-methoxyphenyl)methyl]-3-[(1R)-1-(methylamino)ethyl]pyridin-2-amine COC1=CC=C(C=C1)CNC1=NC=CC=C1[C@@H](C)NC